BrC1=C(N)C(=CC=C1)OC1=CC(=CC=C1)F 2-bromo-6-(3-fluorophenoxy)aniline